ClC=1C=CC(=C(C(=O)O)C1)NC1=C(C=NC2=CC=C(C=C12)Cl)N1CCC(CC1)(Cl)Cl 5-chloro-2-[[6-chloro-3-(4,4-dichloro-1-piperidinyl)-4-quinolinyl]amino]benzoic acid